4-(4-amino-2-{4-[(2-fluoroacrylamido)]phenyl}-1-methyl-7-[3-(3,4,5,6-tetrahydro-2H-pyran-4-yloxy)prop-1-ynyl]pyrrolo[3,2-c]pyridin-3-yl)-2-methoxy-N-(2,2,2-trifluoroethyl)benzamide NC1=NC=C(C2=C1C(=C(N2C)C2=CC=C(C=C2)NC(C(=C)F)=O)C2=CC(=C(C(=O)NCC(F)(F)F)C=C2)OC)C#CCOC2CCOCC2